6-methyl-1-[(4-methylphenyl)sulfonyl]-7-oxo-6,7-dihydro-1H-pyrrolo[2,3-c]pyridin CN1C(C2=C(C=C1)C=CN2S(=O)(=O)C2=CC=C(C=C2)C)=O